5-(1H-1,2,3-triazol-1-yl)phenol diformate C(=O)O.C(=O)O.N1(N=NC=C1)C=1C=CC=C(C1)O